methyl-3-pentyn-1-ol CC(CC#CC)O